Bis(alpha,alpha-dimethylbenzyl)diphenylamine CC(C1=CC=CC=C1)(C)C=1C(=C(C=CC1)NC1=CC=CC=C1)C(C1=CC=CC=C1)(C)C